(3R)-4-[7-(1-ethyl-1H-1,2,3-triazol-5-yl)-3-(1H-pyrazol-5-yl)-[1,2]thiazolo[4,5-b]pyridin-5-yl]-3-methylmorpholine C(C)N1N=NC=C1C1=C2C(=NC(=C1)N1[C@@H](COCC1)C)C(=NS2)C2=CC=NN2